xylylaminothiophene C1(=C(C(=CC=C1)C)C)NC=1SC=CC1